(3-([1,1'-biphenyl]-2-ylethynyl)-1H-indazol-5-yl)(3-(dimethylamino)pyrrolidin-1-yl)methanone C1(=C(C=CC=C1)C#CC1=NNC2=CC=C(C=C12)C(=O)N1CC(CC1)N(C)C)C1=CC=CC=C1